C(OOC1=NC2=CC=CC=C2N(C1=O)CCCO)(OC)=O (4-(3-hydroxypropyl)-3-oxo-3,4-dihydroquinoxalin-2-yloxy) methyl carbonate